6-(2-chloro-5-fluoropyrimidin-4-yl)-2-methyl-3,4-dihydro-2H-isoquinolin-1-one ClC1=NC=C(C(=N1)C=1C=C2CCN(C(C2=CC1)=O)C)F